C(C)(=O)N[C@H]1C[C@H](CCC1)C(=O)NC=1N=CC2=C(N1)C(=NC(=C2)CC)NC(C)C (1S,3R)-3-acetamido-N-(6-ethyl-8-(isopropylamino)pyrido[3,4-d]pyrimidin-2-yl)cyclohexane-1-carboxamide